C(C1=CC=CC=C1)(=O)OCC1CC(C1)NC(=O)OC(C)(C)C (3-((t-butoxycarbonyl)amino)cyclobutyl)methanol benzoate